3-(1,2,3,3a,4,5,6,6a-octahydrocyclopenta[c]pyrrol-5-yl)-6-[2-cyano-3-[[ethyl(methyl)sulfamoyl]amino]-6-fluoro-phenoxy]-4-oxo-quinazoline C1NCC2C1CC(C2)N2C=NC1=CC=C(C=C1C2=O)OC2=C(C(=CC=C2F)NS(N(C)CC)(=O)=O)C#N